4-Amino-6-((3-fluorophenyl)amino)-N-(2-methyl-2,3-dihydro-1H-inden-2-yl)picolinamide hydrochloride Cl.NC1=CC(=NC(=C1)NC1=CC(=CC=C1)F)C(=O)NC1(CC2=CC=CC=C2C1)C